4-amino-2-butyl-1-(4-methoxybenzyl)-1H-imidazo[4,5-d]pyridazin-7-ol NC1=C2C(=C(N=N1)O)N(C(=N2)CCCC)CC2=CC=C(C=C2)OC